BrC1=C2C3(C(N(C2=CC(=C1)C)C(C)(C)C)=O)CC3 4'-Bromo-1'-(tert-butyl)-6'-methylspiro[cyclopropane-1,3'-indolin]-2'-one